tert-butyl 2-bromo-6-isopropyl-5-(8-methyl-[1,2,4]triazolo[1,5-a]pyridin-6-yl)-4H-thieno[3,2-b]pyrrole-4-carboxylate BrC1=CC=2N(C(=C(C2S1)C(C)C)C=1C=C(C=2N(C1)N=CN2)C)C(=O)OC(C)(C)C